CN([C@@H]1CN(CCC1)C=1C(=C(C=CC1)S(=O)(=O)Cl)C(F)(F)F)C 3-[(3S)-3-(dimethylamino)piperidin-1-yl]-2-(trifluoromethyl)benzene-1-sulfonyl chloride